(2R,3R,4R,5S)-N-(2-(2,2-dimethyl-1,3-dioxolan-4-yl)pyrimidin-5-yl)-3-(4-fluoro-2-(2-methoxyethoxy)-3-methylphenyl)-4,5-dimethyl-5-(trifluoromethyl)tetrahydrofuran-2-carboxamide CC1(OCC(O1)C1=NC=C(C=N1)NC(=O)[C@@H]1O[C@@]([C@@H]([C@@H]1C1=C(C(=C(C=C1)F)C)OCCOC)C)(C(F)(F)F)C)C